CC1C2C3C4C=CC(C3C(C1)C2)C4 8-methyltetracyclo[4.4.0.12,5.17,10]Dodec-3-ene